tert-butyl 9-(6-nitropyridin-3-yl)-3,9-diazaspiro[5.5]undecane-3-carboxylate [N+](=O)([O-])C1=CC=C(C=N1)N1CCC2(CCN(CC2)C(=O)OC(C)(C)C)CC1